4-((1S,3S)-2-(tert-butoxycarbonyl)-3-butyl-6-methoxy-1,2,3,4-tetrahydroisoquinolin-1-yl)benzoic acid C(C)(C)(C)OC(=O)N1[C@H](C2=CC=C(C=C2C[C@@H]1CCCC)OC)C1=CC=C(C(=O)O)C=C1